CC1(C(C1)C(=O)NC=1N=C2N(C=C(C=C2)C=2C=C3C=CC=NC3=CC2)C1)C 2,2-dimethyl-N-(6-(quinolin-6-yl)imidazo[1,2-a]pyridin-2-yl)cyclopropane-1-carboxamide